FC1=C(C(=CC(=C1)F)F)S(=O)(=O)NC=1C(=NC=C(C1)C=1C=C2C(=NC=NC2=CC1)N1[C@H](CN(CC1)C(\C=C\C(C)=O)=O)C)OC (S,E)-2,4,6-trifluoro-N-(2-methoxy-5-(4-(2-methyl-4-(4-oxopent-2-enoyl)piperazin-1-yl)quinazolin-6-yl)pyridin-3-yl)benzenesulfonamide